2-chloro-8-imino-N,7-dimethyl-9-(4-(1-methyl-4-(trifluoromethyl)-1H-imidazol-2-yl)benzyl)-8,9-dihydro-7H-purin-6-amine ClC1=NC(=C2N(C(N(C2=N1)CC1=CC=C(C=C1)C=1N(C=C(N1)C(F)(F)F)C)=N)C)NC